2-[2-(difluoromethoxy)pyridin-4-yl]propionic acid FC(OC1=NC=CC(=C1)C(C(=O)O)C)F